5-[6-(4,4-difluoropiperidin-1-yl)-5-fluoropyridin-3-yl]-1,3,4-oxadiazole-2-carboxylic acid FC1(CCN(CC1)C1=C(C=C(C=N1)C1=NN=C(O1)C(=O)O)F)F